C([O-])(O)=O.CN1C=[N+](C=C1)C 1,3-dimethylimidazolium bicarbonate